N1=NC=NC=C1CCC(=O)O 1,2,4-Triazine-6-propanoic acid